ClC1=CC=C/2C(=N1)NC(\C2=C/C2=C(C(=CC=C2)Cl)F)=O (Z)-6-chloro-3-(3-chloro-2-fluorobenzylidene)-1,3-dihydro-2H-pyrrolo[2,3-b]pyridin-2-one